C1=CC=CC1.[Ag] mono-silver cyclopentadiene